4-((5-fluoro-1-((tetrahydro-2H-pyran-4-yl)methyl)-1H-benzo[d]imidazol-2-yl)amino)-N-hydroxybenzamide FC1=CC2=C(N(C(=N2)NC2=CC=C(C(=O)NO)C=C2)CC2CCOCC2)C=C1